C1(CCCC1)C1(NC(=CC=C1NC1COC1)C1=CC=C(C=C1)OC)N 2-cyclopentyl-6-(4-methoxyphenyl)-N3-(oxetan-3-yl)pyridine-2,3-diamine